FC(C=1C=C(C=CC1)C1=NC=CC=C1C1=NN2C(C=CC=C2)=N1)(F)F 2-(3-(Trifluoromethyl)phenyl)pyridin-3-yl-[1,2,4]triazolo[1,5-a]pyridin